C(C(C)(C)C)(=O)OCC(C(CC)OC(C(C)(C)C)=O)C 2-methyl-1,3-pentanediol dineopentanoate